2-((2S,5R)-4-isobutyryl-5-methyl-2-(3-(4-methylpiperazin-1-yl)phenyl)piperazin-1-yl)-2-oxo-N-(1H-pyrazolo[4,3-c]pyridin-7-yl)acetamide C(C(C)C)(=O)N1C[C@@H](N(C[C@H]1C)C(C(=O)NC=1C2=C(C=NC1)C=NN2)=O)C2=CC(=CC=C2)N2CCN(CC2)C